FC1=C(C=CC(=C1)C(F)(F)F)CN1CC2(CN(C2)C(=O)N2CC(CC2)C2=NN=CN2)C1 [6-[[2-fluoro-4-(trifluoromethyl)phenyl]methyl]-2,6-diazaspiro[3.3]heptan-2-yl]-[3-(4H-1,2,4-triazol-3-yl)pyrrolidin-1-yl]methanone